1-methylhydrazine-1-carboxylic acid CN(N)C(=O)O